O=C(C[C@@H]1CC[C@H](O1)CNC1=C(C(NN=C1)=O)C(F)(F)F)N1CCN(CC1)C1=NC=C(C=N1)C(F)(F)F 5-((((2S,5S)-5-(2-Oxo-2-(4-(5-(trifluoromethyl)pyrimidin-2-yl)piperazin-1-yl)ethyl)tetrahydrofuran-2-yl)methyl)amino)-4-(trifluoromethyl)pyridazin-3(2H)-one